C[C@@H]1OC=2C=C(C=CC2C=2C=NC(=CC21)NC2=CC1=C(OC[C@H]3N1C(CC3)=O)N=C2)N2C(CCC2)=O (S)-2-(((S)-5-methyl-8-(2-oxopyrrolidin-1-yl)-5H-chromeno[4,3-c]pyridin-3-yl)amino)-6,6a,7,8-tetra-hydro-9H-pyrido[2,3-b]-pyrrolo[1,2-d][1,4]oxazin-9-one